C(CCC)(=O)N1CCN(CC1)C1=CC=C(C=C1)NC1=NC=C(C(=N1)N1CCC2(CCNC2=O)CC1)C 8-(2-((4-(4-butyrylpiperazin-1-yl)phenyl)amino)-5-methylpyrimidin-4-yl)-2,8-diazaspiro[4.5]decan-1-one